BrC=1C(=CC(=C(C1)N(S(=O)(=O)C)C)[N+](=O)[O-])C N-(5-bromo-4-methyl-2-nitrophenyl)-N-methylmethanesulfonamide